C(CC)OCC=1OC(=CC(C1)=O)COCCC 2,6-dipropyl-oxymethyl-4-pyrone